ClC=1C(=NC(=NC1)NC1CCOCC1)C1=CC=C2CN(C(C2=C1)=O)CC(=O)NC1(CCC2=CC=CC=C12)CO 2-(6-{5-chloro-2-[(oxacyclohex-4-yl)amino]pyrimidin-4-yl}-1-oxo-2,3-dihydro-1H-isoindol-2-yl)-N-[1-(hydroxymethyl)-2,3-dihydro-1H-inden-1-yl]acetamide